ClC1=CC=C(C(=N1)F)O[C@H](C)C=1C=C(C=C2C(C(=C(OC12)C1=CC=NN1)C)=O)C 8-[(1R)-1-[(6-Chloro-2-fluoro-3-pyridyl)oxy]ethyl]-3,6-dimethyl-2-(1H-pyrazol-5-yl)chromen-4-one